(R)-(6-amino-5-(3-hydroxy-2,6-dimethylphenyl)-5H-pyrrolo[2,3-b]pyrazin-7-yl)(5-(morpholinomethyl)-1H-indol-2-yl)methanone NC1=C(C=2C(=NC=CN2)N1C1=C(C(=CC=C1C)O)C)C(=O)C=1NC2=CC=C(C=C2C1)CN1CCOCC1